N-(3-cyclopropyl-1-(pyridin-3-yl)propylidene)-2-methylpropane-2-sulfinamide C1(CC1)CCC(C=1C=NC=CC1)=NS(=O)C(C)(C)C